(S)-4-(5-((4-Cyanophenoxy)methyl)-2,2-dimethyloxazolidin-3-yl)-2-(trifluoromethyl)benzonitril C(#N)C1=CC=C(OC[C@@H]2CN(C(O2)(C)C)C2=CC(=C(C#N)C=C2)C(F)(F)F)C=C1